FC=1C(=C(C=C(C1)F)C=1C=C2C(=NN1)NCC1(N2CCN(C1)C(=O)N1[C@@H](CNC[C@@H]1C)C)CC)O (2-(3,5-difluoro-2-hydroxyphenyl)-6a-ethyl-5,6,6a,7,9,10-hexahydro-8H-pyrazino-[1',2':4,5]pyrazino[2,3-c]pyridazin-8-yl)((2R,6S)-2,6-dimethylpiperazin-1-yl)methanone